O(C1=CC=CC=C1)C1=CC=C(C=C1)NC1=NC=NC2=CC=C3C(=C12)OCCN3C(C=C)=O 1-(10-((4-phenoxyphenyl)amino)-2,3-dihydro-4H-[1,4]oxazino[2,3-f]quinazolin-4-yl)prop-2-en-1-one